C(C)(C)(C)OOC(CCC(=O)OCCCC)(C)OOC(C)(C)C butyl 4,4-bis(t-butylperoxy)valerate